2-(6-Amino-5-(8-(2-(2-((R)-2-methylpiperazin-1-yl)ethoxy)pyridin-4-yl)-3,8-diazabicyclo[3.2.1]octan-3-yl)pyridazin-3-yl)phenol NC1=C(C=C(N=N1)C1=C(C=CC=C1)O)N1CC2CCC(C1)N2C2=CC(=NC=C2)OCCN2[C@@H](CNCC2)C